C1(=CC=CC=C1)C1=CC=NC2=C3N=CC=C(C3=CC=C12)C1=CC=CC=C1 4,7-bisPhenyl-1,10-phenanthroline